2-(2-fluoro-4-methylphenyl)dibenzo[b,d]thiophene FC1=C(C=CC(=C1)C)C1=CC2=C(SC3=C2C=CC=C3)C=C1